BrC1=C(C(=CC=C1)C1OCCO1)O 2-bromo-6-(1,3-dioxolan-2-yl)phenol